FC(CN1N=C(C(=C1)C1=NC=NC2=CC(=C(C=C12)CO)OCC)C1=CC=CC=C1)F (4-(1-(2,2-difluoroethyl)-3-phenyl-1H-pyrazol-4-yl)-7-ethoxyquinazolin-6-yl)methanol